bromo(4-fluorophenyl)magnesium Br[Mg]C1=CC=C(C=C1)F